2-{[(2-amino-5-methoxyphenyl)sulfanyl]methyl}hexanoic acid NC1=C(C=C(C=C1)OC)SCC(C(=O)O)CCCC